FC=1C(=C2C(=NC(=NN2C1)NCC(C#N)(C)C)OC)C=1C=CC2=C(N(N=N2)C[C@H](C)F)C1 (S)-3-((6-fluoro-5-(1-(2-fluoropropyl)-1H-benzo[d][1,2,3]triazol-6-yl)-4-methoxypyrrolo[2,1-f][1,2,4]triazin-2-yl)amino)-2,2-dimethylpropanenitrile